6-bromo-1-methyl-4-(4,4,4-trifluoro-1-(oxazol-4-yl)butyl)-1,4-dihydropyrazolo[3',4':4,5]Pyrrolo[3,2-b]Pyridine-3-carboxylic acid methyl ester COC(=O)C1=NN(C2=C1N(C=1C2=NC=C(C1)Br)C(CCC(F)(F)F)C=1N=COC1)C